FC(C=1C=C(C=CC1)[Li])(F)F 3-(trifluoromethyl)phenyl-lithium